C(#N)C=1C=C(C=CC1)NC(C1=CN=CC=C1C1CNCC(O1)C)=O N-(3-cyanophenyl)-6-methyl-2-morpholine-nicotinamide